CC1CNCCC1 3-methyl-piperidin